(R)-8-Methyl-2-(5-((piperidin-3-yl)amino)pyrido[2,3-d]pyridazin-5-yl)phenol CC1=NN[C@@](C2=C1N=CC=C2)(NC2CNCCC2)C2=C(C=CC=C2)O